C(C)(C)(C)N1N=C(C(=C1NC1=NC=CN=C1)C(=O)N)C1=CC(=C(C=C1)NS(=O)(=O)CC(F)(F)F)OCC1=NC=C(C=C1)Cl 1-tert-butyl-3-{3-[(5-chloropyridin-2-yl)methoxy]-4-(2,2,2-trifluoroethane-sulfonamido)phenyl}-5-[(pyrazin-2-yl)amino]-1H-pyrazole-4-carboxamide